2-[[6-[3-(difluoromethoxy)-4-fluoro-phenyl]pyrazolo[4,3-b]pyridin-1-yl]methyl]-5-methoxy-1,3,4-thiadiazole FC(OC=1C=C(C=CC1F)C=1C=C2C(=NC1)C=NN2CC=2SC(=NN2)OC)F